tert-butyl (((1S,2S)-2-(3-chlorophenyl)cyclopropyl) methyl)(6-(((6-cyclopropylimidazo[1,2-a]pyridin-2-yl)methyl)amino) pyrimidin-4-yl)carbamate ClC=1C=C(C=CC1)[C@@H]1[C@H](C1)CN(C(OC(C)(C)C)=O)C1=NC=NC(=C1)NCC=1N=C2N(C=C(C=C2)C2CC2)C1